(S)-4-(sec-butylamino)-2-((2-methoxy-4-(1-methyl-1H-pyrazol-5-yl)phenyl)amino)-7H-pyrrolo[2,3-d]pyrimidine-5-carbonitrile [C@H](C)(CC)NC=1C2=C(N=C(N1)NC1=C(C=C(C=C1)C1=CC=NN1C)OC)NC=C2C#N